C[Si](CCOCN1C=NC2=C1C=CC(=C2)C(=O)OC)(C)C methyl 1-(2-trimethylsilylethoxymethyl)benzimidazole-5-carboxylate